ClC1=C(C(=C(C=C1OC)OC)Cl)C1CCC=2C(=NNC2C1)C1=C(C=NN1C)NC(C=C)=O N-(5-(6-(2,6-dichloro-3,5-dimethoxyphenyl)-4,5,6,7-tetrahydro-1H-indazol-3-yl)-1-methyl-1H-pyrazol-4-yl)acrylamide